(R)-2-(2-(((R)-1-methylpyrrolidin-3-yl)oxy)pyridin-4-yl)-8-phenyl-7,8-dihydro-6H-pyrrolo[2',1':2,3]imidazo[4,5-b]pyridine CN1C[C@@H](CC1)OC1=NC=CC(=C1)C1=CC=C2C(=N1)N1C(=N2)CC[C@@H]1C1=CC=CC=C1